7-cyclohexyloxepan C1(CCCCC1)C1CCCCCO1